dodec-3-yn CCC#CCCCCCCCC